5-([2-[2-(2-aminoethoxy)ethoxy]ethyl]amino)-2-(2,6-dioxopiperidin-3-yl)-2,3-dihydro-1H-isoindole-1,3-dione trifluoroacetate FC(C(=O)O)(F)F.NCCOCCOCCNC=1C=C2C(N(C(C2=CC1)=O)C1C(NC(CC1)=O)=O)=O